1-(1-(3-bromo-2-chloropyridin-4-yl)-3-methyl-1H-1,2,4-triazol-5-yl)-N-methylmethanamine BrC=1C(=NC=CC1N1N=C(N=C1CNC)C)Cl